COC(=O)C1=C(C=C2NC(C=3N(C2=C1)C(=NC3)C)=O)F 7-fluoro-1-methyl-4-oxo-4,5-dihydroimidazo[1,5-a]quinoxaline-8-carboxylic acid methyl ester